CN1C(=NN=C1)S[C@@H](C)C=1C=C(C=CC1)NC(=O)C=1C=C(C(=O)O)C=CN1 (S)-2-((3-(1-((4-methyl-4H-1,2,4-triazol-3-yl)thio)ethyl)phenyl)carbamoyl)isonicotinic acid